8-((6-(4-bromophenyl)pyridazin-3-yl)methyl)-3-methyl-3,8-diazabicyclo[3.2.1]octane BrC1=CC=C(C=C1)C1=CC=C(N=N1)CN1C2CN(CC1CC2)C